The molecule is a triterpenoid that is an intermediate in the biosynthesis of alpha-onocerin by the fern Lycopodium clavatum. It has a role as a plant metabolite. It is a triterpenoid, a carbobicyclic compound, a secondary alcohol, an olefinic compound and an epoxide. C/C(=C\\CC[C@H]1C(=C)CC[C@@H]2[C@@]1(CC[C@@H](C2(C)C)O)C)/CC/C=C(\\C)/CC[C@H]3C(O3)(C)C